4-bromo-5-methoxy-benzene-1,3-dicarboxylic acid BrC1=C(C=C(C=C1OC)C(=O)O)C(=O)O